10-(2-(2-oxa-6-azaspiro[3.3]heptan-6-yl)ethyl)-3,7-bis-(1H-pyrazolo[3,4-c]pyridin-4-yl)-10H-phenoxazine C1OCC12CN(C2)CCN2C1=CC=C(C=C1OC=1C=C(C=CC21)C2=C1C(=CN=C2)NN=C1)C1=C2C(=CN=C1)NN=C2